2-[2-(difluoromethoxy)-4-(trifluoromethyl)imidazo[1,2-a]1,8-naphthyridin-8-yl]-1,3,4-oxadiazole FC(OC=1C=C(C=2C=CC=3N(C2N1)C=C(N3)C=3OC=NN3)C(F)(F)F)F